tributyl-(prop-1-yn-1-yl)tin C(CCC)[Sn](C#CC)(CCCC)CCCC